NCCNCC=1C=CC(=NC1)C(=O)NC=1C(=C(C=CC1)C1=C(C(=CC=C1)NC(C1=NC=C(C=C1)CNCCO)=O)Cl)C 5-(((2-aminoethyl)amino)methyl)-N-(2'-chloro-3'-(5-(((2-hydroxy-ethyl)amino)methyl)picolinamido)-2-methyl-[1,1'-biphenyl]-3-yl)picolinamide